(S)-N-(4-(chlorodifluoromethoxy)phenyl)-4-(hydroxymethyl)-6-(pyridazin-3-yl)-3,4-dihydro-2H-benzo[4,5]imidazo[2,1-b][1,3]oxazine-8-carboxamide ClC(OC1=CC=C(C=C1)NC(=O)C=1C=C(C2=C(N=C3OCC[C@H](N32)CO)C1)C=1N=NC=CC1)(F)F